C(C)(=O)C1=NN(C2=CN=C(C=C21)C=2C=NC(=NC2)N)CC(=O)N2[C@@H]1C[C@@]1(C[C@H]2C(=O)NC2=NC(=CC=C2C)Br)C (1R,3S,5R)-2-(2-(3-acetyl-5-(2-aminopyrimidin-5-yl)-1H-pyrazolo[3,4-c]pyridin-1-yl)acetyl)-N-(6-bromo-3-methylpyridin-2-yl)-5-methyl-2-azabicyclo[3.1.0]hexane-3-carboxamide